COC1=CC=C(C=C1)NC(=O)NC1=CC=C(C=C1)OC N,N'-bis-(4-methoxyphenyl)urea